7-Chloro-5-(methylthio)imidazo[1,2-c]pyrimidine ClC1=CC=2N(C(=N1)SC)C=CN2